N-(3,3-difluoropiperidin-4-yl)-5-((2-methoxypyridin-3-yl)methoxy)-2-methylbenzofuran FC1(CNCCC1N1C(C(=CC=C1)COC=1C=CC2=C(C=C(O2)C)C1)OC)F